(S)-4-(cyclopropylethynyl)-4-(1,1-difluoroethyl)-7-(4,4,5,5-tetramethyl-1,3,2-dioxaborolan-2-yl)-3,4-dihydroquinazolin C1(CC1)C#C[C@@]1(NC=NC2=CC(=CC=C12)B1OC(C(O1)(C)C)(C)C)C(C)(F)F